5-(2,6-dichloro-4-nitrophenoxy)-3-fluoropyridin-2-ol ClC1=C(OC=2C=C(C(=NC2)O)F)C(=CC(=C1)[N+](=O)[O-])Cl